(3R)-tert-butyl 3-(((1-(1-(2,6-dioxopiperidin-3-yl)-3-methyl-2-oxo-2,3-dihydro-1H-benzo[d]imidazol-5-yl)piperidin-4-yl)(methyl)amino)methyl)pyrrolidine-1-carboxylate O=C1NC(CCC1N1C(N(C2=C1C=CC(=C2)N2CCC(CC2)N(C)C[C@@H]2CN(CC2)C(=O)OC(C)(C)C)C)=O)=O